N(N)C=1SC=C(N1)C1=CC=C(C=C1)Br hydrazino-4-(4'-bromophenyl)thiazole